Hafnium magnesium nitride [Mg+2].[Mg+2].[Mg+2].[N-3].[N-3].[Hf]